[Cl-].NC(=N)N guanidine chloride salt